P(=O)([O-])(O)O.[Li+].[F-].[Li+] lithium fluoride lithium phosphate